C(C)C(CC=1C(=C(C(C(=O)O)=CC1)C(=O)O)CC(CCCC)CC)CCCC bis-(2-ethylhexyl)-phthalic acid